2-(tert-butyl) 3-methyl (1S,3S,5R)-5-(hydroxymethyl)-2-azabicyclo[3.1.0]hexane-2,3-dicarboxylate OC[C@@]12C[C@H](N([C@H]2C1)C(=O)OC(C)(C)C)C(=O)OC